1,12-Diamino-4,9-dioxadodecan NCCCOCCCCOCCCN